NC=1C=CC(=C(C1)C(C)(C)O)Br 2-(5-amino-2-bromo-phenyl)propan-2-ol